FCCCCSC=1C(=NN(C1SC)C1=CC=CC=C1)C1=CC=CC=C1 4-((4-Fluorobutyl)thio)-5-(methylsulfanyl)-1,3-diphenyl-1H-pyrazole